C1(=CC=CC=C1)N[Si](OC)(OC)OC N-phenyl-aminotrimethoxysilane